keto-N-acetyl-quinovosamine C(C)(=O)N[C@@H](C=O)[C@@H](O)[C@H](O)[C@H](O)C